CN(C([C@H](CC1=CC=CC=C1)NC(OC)=O)=O)[C@@H](CC1=CC=C(C=C1)[N+](=O)[O-])C=1N=C(SC1)C=1SC=CC1 methyl ((S)-1-(methyl((S)-2-(4-nitrophenyl)-1-(2-(thiophen-2-yl)thiazol-4-yl)ethyl)amino)-1-oxo-3-phenylpropan-2-yl)carbamate